N-[3-[(2-chloro-1,3-thiazol-5-yl)methyl]-5-methyl-1,3,5-oxadiazinan-4-ylidene]nitramide ClC=1SC(=CN1)CN1COCN(C1=N[N+](=O)[O-])C